tributyl-(((4-(trifluoromethyl)benzyl)oxy)methyl)stannane C(CCC)[Sn](COCC1=CC=C(C=C1)C(F)(F)F)(CCCC)CCCC